COCC1=CC=C(C=C1)/C=C/C(=O)OCC ethyl (E)-3-[4-(methoxymethyl)phenyl]acrylate